2-[(2-chloro-3-fluoro-benzoyl)amino]-4-[cyclopropyl-[4-(5,6,7,8-tetrahydro-1,8-naphthyridin-2-yl)butyl]amino]butanoic acid ClC1=C(C(=O)NC(C(=O)O)CCN(CCCCC2=NC=3NCCCC3C=C2)C2CC2)C=CC=C1F